COC=1C=C(C=C(C1)N1N=CC=C1)NC1=C2C(=NC=C1)C=CN2 N-(3-Methoxy-5-(1H-pyrazol-1-yl)phenyl)-1H-pyrrolo[3,2-b]pyridin-7-amine